tert-butyl (R)-(1-(1-((7-fluoro-2-methylimidazo[1,2-a]pyridin-6-yl)carbamoyl)-2,3-dihydro-1H-pyrrolo[2,3-b]pyridin-4-yl)pyrrolidin-3-yl)(methyl)carbamate FC1=CC=2N(C=C1NC(=O)N1CCC=3C1=NC=CC3N3C[C@@H](CC3)N(C(OC(C)(C)C)=O)C)C=C(N2)C